ClC1=CSC=2N1C(C(=CC2)C2=CC(=CC=C2)F)=O 3-chloro-6-(3-fluorophenyl)-5H-thiazolo[3,2-a]Pyridine-5-one